[Ag]I.C1(=CC=CC=C1)P(C1=CC=CC=C1)C1=CC=CC=C1.C1(=CC=CC=C1)P(C1=CC=CC=C1)C1=CC=CC=C1.C1(=CC=CC=C1)P(C1=CC=CC=C1)C1=CC=CC=C1 tris(triphenylphosphine) silver (I) iodide